N1=C(C=CC=2CCCNC12)CC[C@H]1C[C@H](C1)C1(C(CN[C@H](CCO)C(=O)O)C(=CC(=N1)C)C)C o-(cis-3-(2-(5,6,7,8-tetrahydro-1,8-naphthyridin-2-yl)ethyl)cyclobutyl)-N-(2,4,6-trimethylnicotinyl)-D-homoserine